C[N+](CCCS(=O)(=O)[O-])(CCC[Si](OC)(OC)OC)C 3-(dimethyl(3-(trimethoxysilyl)propyl)ammonio)propane-1-sulfonate